C(CCC)OC(=O)[C@@H]1N(CC1)C=1NC(NC(C1)=O)=O (R)-1-(2,6-dioxo-1,2,3,6-tetrahydropyrimidin-4-yl)azetidine-2-carboxylic acid butyl ester